1-(4-[(2-Chloro-6-fluorophenyl)carbamoyl]-2-fluoro-5-{[(2S)-1,1,1-trifluoropropan-2-yl]oxy}phenyl)-4-cyclobutyl-5-oxo-4,5-dihydro-1H-1,2,4-triazol ClC1=C(C(=CC=C1)F)NC(=O)C1=CC(=C(C=C1O[C@H](C(F)(F)F)C)N1N=CN(C1=O)C1CCC1)F